6-nitrobenzimidazole [N+](=O)([O-])C=1C=CC2=C(N=CN2)C1